N-[6-(pyridin-2-ylamino)hexyl]propionamide N1=C(C=CC=C1)NCCCCCCNC(CC)=O